C(#N)C1=C(N=CN1)C#N dicyanoimidazole